(6aR,8R,9R,9aR)-8-cyano-2,2,4,4-tetraisopropyl-8-(4-pentanamidopyrrolo[2,1-f][1,2,4]triazin-7-yl)tetrahydro-6H-furo[3,2-f][1,3,5,2,4]trioxadisilocin-9-yl 2-methoxy-2-methylpropanoate COC(C(=O)O[C@H]1[C@@](O[C@H]2[C@H]1O[Si](O[Si](OC2)(C(C)C)C(C)C)(C(C)C)C(C)C)(C2=CC=C1C(=NC=NN12)NC(CCCC)=O)C#N)(C)C